(1-(dimethylamino)cyclopropyl)methanol copper dithiophosphinate [PH2]([S-])=S.[Cu+2].CN(C1(CC1)CO)C.[PH2]([S-])=S